(2'-hydroxy-3,5'-di-tert-butylphenyl)benzotriazole OC1=C(C=C(C=C1C(C)(C)C)C(C)(C)C)C1=CC=CC=2NN=NC21